N1N=CC=C1N 1H-pyrazole-5-amine